ethyl (1S,3R,5R,6S)-3-[(4-fluorophenyl) methoxy]-2-oxobicyclo[3.1.0]hexane-6-carboxylate FC1=CC=C(C=C1)CO[C@H]1C([C@@H]2[C@H]([C@@H]2C1)C(=O)OCC)=O